4-methyl-7-((6-(trifluoromethyl)pyridin-3-yl)oxy)-1,2,3,4-tetrahydroisoquinoline trifluoroacetate salt FC(C(=O)O)(F)F.CC1CNCC2=CC(=CC=C12)OC=1C=NC(=CC1)C(F)(F)F